BrC1=CC=C(C[C@@H]2N(C(OC2)=O)C=2C=C(C=C(C2)C)[C@@H](C)NC=2C(=NC(=CC2)Cl)C(=O)O)C=C1 3-(((R)-1-(3-((S)-4-(4-Bromobenzyl)-2-oxooxazolidin-3-yl)-5-methylphenyl)ethyl)amino)-6-chloropicolinic acid